C1(CC1)C(C)N1CC2=NC(=CC=C2C1=O)C1=C(N=C(S1)NC(C)=O)C N-(5-(6-(1-cyclopropylethyl)-5-oxo-6,7-dihydro-5H-pyrrolo[3,4-b]pyridin-2-yl)-4-methylthiazol-2-yl)acetamide